C(C)(=O)C1=NN(C2=CC=C(C=C12)C=1C=NC(=NC1)C)CC(=O)N1[C@@H](CC[C@H]1C)C(=O)NC1=NC(=CC=C1C)Br (2S,5R)-1-(2-(3-acetyl-5-(2-methylpyrimidin-5-yl)-1H-indazol-1-yl)acetyl)-N-(6-bromo-3-methylpyridin-2-yl)-5-methylpyrrolidine-2-carboxamide